(S)-N-(4-(5-(1-acryloylpiperidin-3-yl)-1,2,4-oxadiazol-3-yl)phenyl)-6-(4-methyl-1H-pyrazol-5-yl)picolinamide C(C=C)(=O)N1C[C@H](CCC1)C1=NC(=NO1)C1=CC=C(C=C1)NC(C1=NC(=CC=C1)C1=C(C=NN1)C)=O